8-fluoroquinoline-3-carboxylic acid FC=1C=CC=C2C=C(C=NC12)C(=O)O